3-[4-(trifluoromethoxy)phenyl]propan-1-amine FC(OC1=CC=C(C=C1)CCCN)(F)F